Cl.C(C)OC1=C(C=C(C=C1)C1=NOC(=N1)C1CCNCC1)OC 3-(4-ethoxy-3-methoxyphenyl)-5-(piperidin-4-yl)-1,2,4-oxadiazole hydrochloride